1-((5-(4-fluoro-3-(trifluoromethyl)phenyl)-1,2,4-oxadiazol-3-yl)methyl)-2-methyl-N-(2-(trifluoromethyl)pyridin-4-yl)piperidine-4-carboxamide FC1=C(C=C(C=C1)C1=NC(=NO1)CN1C(CC(CC1)C(=O)NC1=CC(=NC=C1)C(F)(F)F)C)C(F)(F)F